S(=O)(=O)(O)O.C1=CC(O)=C2C=3[C@@]45[C@@H](O2)[C@@H](O)C=C[C@H]4[C@@H](CC13)N(C)CC5 morphine (sulfate)